C(C)(SC[C@H]1O[C@H]([C@@H]2OC(O[C@@H]21)(C)C)N2C=CC1=C2N=C(N=C1NC1CCCC1)Cl)=O S-(((3aS,4S,6R,6aR)-6-(2-chloro-4-(cyclopentylamino)-7H-pyrrolo[2,3-d]pyrimidin-7-yl)-2,2-dimethyltetrahydrofuro[3,4-d][1,3]dioxol-4-yl)methyl) ethanethioate